6-(tetrahydro-2H-pyran-4-yl)imidazo[1,2-a]pyridine-2-carboxamide O1CCC(CC1)C=1C=CC=2N(C1)C=C(N2)C(=O)N